C(C)C1=C(C=CC=C1)C1=CC(=C(C=C1)C1CN(CC1)C(=O)C1=NC=C(C=C1)OC)CO (3-(2'-ethyl-3-(hydroxymethyl)biphenyl-4-yl)pyrrolidin-1-yl)(5-methoxypyridin-2-yl)methanone